3-[2-(3-chlorophenyl)ethynyl]-5,6,7,8-tetrahydroimidazo[1,5-a]pyrazine ClC=1C=C(C=CC1)C#CC1=NC=C2N1CCNC2